COC1=C(CNC2=NC=CC(=C2F)OC)C=CC(=C1)OC N-(2,4-dimethoxybenzyl)-3-fluoro-4-methoxypyridin-2-amine